N-methyl-N-pyrrolidin-3-yl-benzamide hydrochloride Cl.CN(C(C1=CC=CC=C1)=O)C1CNCC1